OCC=1C(NC(NC1)=O)=O 5-(hydroxymethyl)uracil